(S)-7-bromo-4,6-dichloro-8-fluoro-1-((1-methylpyrrolidin-2-yl)methyl)-2-oxo-1,2-dihydroquinoline-3-carbonitrile BrC1=C(C=C2C(=C(C(N(C2=C1F)C[C@H]1N(CCC1)C)=O)C#N)Cl)Cl